(4,4-difluoropiperidin-1-yl)(1H-pyrrolo[2,3-B]pyridin-5-yl)methanone FC1(CCN(CC1)C(=O)C=1C=C2C(=NC1)NC=C2)F